SC1=C(CO)C=CC=C1 2-Mercapto-benzyl alcohol